[Li].[Si](O)(O)(O)O monosilicic acid Lithium